6-amino-2,4-dihydroxy-1,3,5-triazine NC1=NC(=NC(=N1)O)O